3,9-bis(naphthalene-2-yl)perylene C1=C(C=CC2=CC=CC=C12)C=1C=CC=2C=3C=CC=C4C(=CC=C(C5=CC=CC1C52)C43)C4=CC3=CC=CC=C3C=C4